(R)-N-(1-cyanopyrrolidin-3-yl)-5-phenylpyrimidine-2-carboxamide C(#N)N1C[C@@H](CC1)NC(=O)C1=NC=C(C=N1)C1=CC=CC=C1